(2-bromo-5-ethyl-3-thienyl)methyl methanesulfonate CS(=O)(=O)OCC1=C(SC(=C1)CC)Br